2-chloro-4-[3-(2-fluoro-4-nitro-phenoxy)pyrid-2-yl]pyrimidine ClC1=NC=CC(=N1)C1=NC=CC=C1OC1=C(C=C(C=C1)[N+](=O)[O-])F